(3-(tert-butyl)bicyclo[1.1.1]pentan-1-yl)methanol C(C)(C)(C)C12CC(C1)(C2)CO